(5Z)-5-(1H-indol-3-ylmethylene)-2-[3-(trifluoromethyl)phenyl]amino-1,3-thiazol-4(5H)-one N1C=C(C2=CC=CC=C12)\C=C/1\C(N=C(S1)NC1=CC(=CC=C1)C(F)(F)F)=O